C(C)(C)(C)OC(=O)N(C1C(C1)C1=CC=C(C=C1)I)CC1CCN(CC1)CCCC1=CC=C(C(=O)OCC)C=C1 Ethyl 4-(3-(4-(((tert-butoxycarbonyl)(2-(4-iodophenyl)cyclopropyl)amino)methyl)piperidin-1-yl)propyl)benzoate